(S)-(1-cyclopropyl-5-methyl-1H-pyrazol-4-yl)-[6-(3-methyl-1H-pyrrolo[2,3-b]pyridin-5-yl)-8-[Pyrrolidin-2-yl]-3,4-dihydroisoquinolin-2(1H)-yl]methanone C1(CC1)N1N=CC(=C1C)C(=O)N1CC2=C(C=C(C=C2CC1)C=1C=C2C(=NC1)NC=C2C)[C@H]2NCCC2